Cl.N1C(CC=C1)C(=O)N 2,3-dihydro-1H-pyrrole-2-carboxamide hydrochloride